dibenzo[b,d]-furan C1=CC=CC=2OC3=C(C21)C=CC=C3